Tri-tert-butyloxybismuth (III) C(C)(C)(C)O[Bi](OC(C)(C)C)OC(C)(C)C